C1(=CC=CC=C1)C1CC(N(CC1)C12CC(C1)(C2)C2=CN=NC=C2)=O 4-phenyl-1-(3-(pyridazin-4-yl)bicyclo[1.1.1]pentan-1-yl)piperidin-2-one